C(C)C1=NC=CC=2C3=CC=CC=C3NC12 ethyl-beta-carboline